2-(benzylsulfonyl)-1-(5-(5-(trifluoromethyl)-1,2,4-oxadiazol-3-yl)pyridin-2-yl)ethan-1-one C(C1=CC=CC=C1)S(=O)(=O)CC(=O)C1=NC=C(C=C1)C1=NOC(=N1)C(F)(F)F